ICC(CCCCC)I 1,2-Di-iodoheptane